ClC1=CC=C(C(=N1)S(=O)(=O)N)O[C@H](C)C=1C=C(C=C2C(C(=C(OC12)C=1C=NN(C1)CC1(CC1)OC1OCCCC1)C)=O)C 6-Chloro-3-[(1R)-1-[3,6-dimethyl-4-oxo-2-[1-[(1-tetrahydropyran-2-yloxycyclopropyl)methyl]pyrazol-4-yl]chromen-8-yl]ethoxy]pyridine-2-sulfonamide